(±)-2-(2-(7-(3-(aminomethyl)-2-fluorophenyl)benzofuran-5-yl)-4-cyclopropyl-3,4-dihydro-2H-Benzo[b][1,4]oxazin-8-yl)ethyl acetate C(C)(=O)OCCC1=CC=CC2=C1O[C@@H](CN2C2CC2)C=2C=C(C1=C(C=CO1)C2)C2=C(C(=CC=C2)CN)F |r|